N-(6-(4-(azetidin-1-yl)piperidin-1-yl)-1-oxo-2-(piperidin-4-yl)isoindolin-5-yl)pyrazolo[1,5-a]pyrimidine-3-carboxamide N1(CCC1)C1CCN(CC1)C1=C(C=C2CN(C(C2=C1)=O)C1CCNCC1)NC(=O)C=1C=NN2C1N=CC=C2